OCCC1CCC(N1)=O 5-2-hydroxyethyl-pyrrolidone